CC1=NC(=CC(=N1)N1CC2(C1)CN(CC2)C2=NC(=CN=C2)C2=NN(C=C2)CC(F)(F)F)C(F)(F)F 2-(2-methyl-6-(trifluoromethyl)pyrimidin-4-yl)-6-(6-(1-(2,2,2-trifluoroethyl)-1H-pyrazol-3-yl)pyrazin-2-yl)-2,6-diazaspiro[3.4]octane